C(#N)C1=CC(=CC=2N=CSC21)C(=O)OC methyl 7-cyanobenzo[d]thiazole-5-carboxylate